2-(1-((2-(3,5-dichlorophenyl)-6-((2-(4-(3-sulfamoylpropyl)piperazin-1-yl)pyrimidin-5-yl)oxy)pyridin-4-yl)methyl)piperidin-4-yl)acetic acid ClC=1C=C(C=C(C1)Cl)C1=NC(=CC(=C1)CN1CCC(CC1)CC(=O)O)OC=1C=NC(=NC1)N1CCN(CC1)CCCS(N)(=O)=O